2-[(2S)-2-amino-2-cyclopropylacetyl]-5-{2-[(2S)-2-amino-2-cyclopropylacetyl]-1,3-dioxo-2,3-dihydro-1H-indene-5-carbonyl}-2,3-dihydro-1H-indene-1,3-dione N[C@H](C(=O)C1C(C2=CC=C(C=C2C1=O)C(=O)C=1C=C2C(C(C(C2=CC1)=O)C([C@H](C1CC1)N)=O)=O)=O)C1CC1